ICCOCCOCCOCCOCCSC1=C2CNC(C2=CC=C1)=O 4-(2-(2-(2-(2-(2-iodoethoxy)ethoxy)ethoxy)ethoxy)ethylthio)-1-oxoisoindolin